di(n-hexyl)terephthalate C(CCCCC)OC(C1=CC=C(C(=O)OCCCCCC)C=C1)=O